C(C)N(CCN1C(C2=C(C=3C=CC=CC13)NC(=C2)C2=CC=C(C=C2)F)=O)CC 5-(2-(diethylamino)ethyl)-2-(4-fluorophenyl)Azolo[4,5-c]Quinoline-4(5H)-one